Ethyl 2-bromo-3-methylbutyrate BrC(C(=O)OCC)C(C)C